C1(C(CCCC1)C(=O)[O-])C(=O)[O-].[Zn+2] zinc cyclohexane-1,2-dicarboxylate